CC1=NN=CN1C1=NC=CC(=C1)O 2-(3-methyl-4H-1,2,4-triazol-4-yl)pyridin-4-ol